C(C)(C)(C)C1=C(C(=CC(=C1)C(C)(C)C)C)C(C1=C(C=C(C=C1C)C(C)(C)C)C(C)(C)C)OP([O-])[O-] bis(2,4-di-tert-butyl-6-methylphenyl)methylphosphite